1,1-dichloro-4-methyl-1,4-disilacyclohexane Cl[Si]1(CC[SiH](CC1)C)Cl